2-((3-benzyl-3-(6-methyl-1-(1-methyl-6-oxo-1,6-dihydropyridin-3-yl)-1H-indazol-5-yl)pyrrolidin-1-yl)sulfonyl)-5-chlorobenzonitrile C(C1=CC=CC=C1)C1(CN(CC1)S(=O)(=O)C1=C(C#N)C=C(C=C1)Cl)C=1C=C2C=NN(C2=CC1C)C1=CN(C(C=C1)=O)C